CS(=O)(=O)CCN1CC=2N(CC1)N=C(C2)CO [5-(2-methylsulfonylethyl)-6,7-dihydro-4H-pyrazolo[1,5-a]pyrazin-2-yl]methanol